7-methyl-2-((2-methyl-4-(2H-1,2,3-triazol-2-yl)phenyl)amino)-9-(tetrahydro-2H-pyran-4-yl)-7,9-dihydro-8H-purin-8-one CN1C(N(C2=NC(=NC=C12)NC1=C(C=C(C=C1)N1N=CC=N1)C)C1CCOCC1)=O